NCC=1C=C(C=CC1)N1N=C(C=C1C(=O)NC1=C(C=CC(=C1)C(NCC1CC1)C1=CC=C(C=C1)N)F)C(F)(F)F 1-(3-(aminomethyl)phenyl)-N-(5-((4-aminophenyl)(cyclopropylmethylamino)methyl)-2-fluorophenyl)-3-(trifluoromethyl)-1H-pyrazole-5-carboxamide